4-fluoro-3-(2,3,6-trihydropyridin-4-yl)phenol hydrochloride salt Cl.FC1=C(C=C(C=C1)O)C=1CCNCC1